C([C@@H](C(=O)O)N)C(=O)N The molecule is an optically active form of asparagine having L-configuration. It has a role as a nutraceutical, a micronutrient, a human metabolite, a Saccharomyces cerevisiae metabolite, an Escherichia coli metabolite, a mouse metabolite and a plant metabolite. It is an aspartate family amino acid, a proteinogenic amino acid, an asparagine and a L-alpha-amino acid. It is a conjugate base of a L-asparaginium. It is a conjugate acid of a L-asparaginate. It is an enantiomer of a D-asparagine. It is a tautomer of a L-asparagine zwitterion.